(4-(1-(4-fluorophenyl)-5-methyl-1H-1,2,3-triazole-4-carboxamido)phenoxy)-N-propylpicolinamide FC1=CC=C(C=C1)N1N=NC(=C1C)C(=O)NC1=CC=C(OC=2C(=NC=CC2)C(=O)NCCC)C=C1